C(=O)O.ClC=1C=C(C=CC1C(=O)N1CCN(CC1)CCCN(C)C)NC(=O)C=1N(C(=CN1)C1=C(C(=C(C=C1)OCC#N)F)F)C N-(3-chloro-4-(4-(3-(dimethylamino)propyl)piperazine-1-carbonyl)phenyl)-5-(4-(cyanomethoxy)-2,3-difluorophenyl)-1-methyl-1H-imidazole-2-carboxamide formate